succinic acid, (anhydride) C1(CCC(=O)O1)=O